((4-oxocyclohexyl)methyl)carbamic acid tert-butyl ester C(C)(C)(C)OC(NCC1CCC(CC1)=O)=O